(S)-1-(1-Isobutylpiperidin-3-yl)-6-isopropyl-5-(8-methoxy-[1,2,4]triazolo[1,5-a]pyridin-6-yl)-1,3-dihydro-2H-benzo[d]imidazol-2-on C(C(C)C)N1C[C@H](CCC1)N1C(NC2=C1C=C(C(=C2)C=2C=C(C=1N(C2)N=CN1)OC)C(C)C)=O